tetrahydrofuran-3-yl isopropyl carbonate C(OC1COCC1)(OC(C)C)=O